FC1(C[C@@H](CCC1)N(C1=CC=CC=C1)C(CC1(CCN(CC1)C(N(C)C1=CC=C(C=C1)F)=O)C(=O)O)=O)F |r| racemic-4-[2-(N-[3,3-difluorocyclohexyl]anilino)-2-oxo-ethyl]-1-[(4-fluorophenyl)-methyl-carbamoyl]piperidine-4-carboxylic acid